(S)-N-(2-(3-chloro-2-(hydroxymethyl)phenyl)propan-2-yl)-1-(5-methyl-2-((tetrahydrofuran-3-yl)amino)pyrimidin-4-yl)-1H-imidazole-4-carboxamide ClC=1C(=C(C=CC1)C(C)(C)NC(=O)C=1N=CN(C1)C1=NC(=NC=C1C)N[C@@H]1COCC1)CO